COC(/C(=C/C1=C(C(=CC=C1)F)Br)/NC(=O)OCC1=CC=CC=C1)=O (Z)-2-(((benzyloxy)carbonyl)amino)-3-(2-bromo-3-fluorophenyl)acrylic acid methyl ester